(E)-6-methyl-N'-(1-(naphthalen-2-yl)ethylidene)pyridazine-4-carbohydrazide CC1=CC(=CN=N1)C(=O)N/N=C(\C)/C1=CC2=CC=CC=C2C=C1